FC1=C(C(=CC=C1)F)C1=CC=2N=CNC(C2C(=N1)NC1=CC=C(C(=O)NCC)C=C1)=O 4-[[7-(2,6-difluoro-phenyl)-4-oxo-3H-pyrido[4,3-d]pyrimidin-5-yl]amino]-N-ethyl-benzamide